(S)-4-(((S)-2-fluoro-3-methoxypropyl)(4-(5,6,7,8-tetrahydro-1,8-naphthyridin-2-yl)butyl)amino)-2-(pyrrolidine-1-carboxamido)butanoic acid F[C@@H](CN(CC[C@@H](C(=O)O)NC(=O)N1CCCC1)CCCCC1=NC=2NCCCC2C=C1)COC